butylidenebis(6-t-butyl-m-cresol) C(CCC)(C1=C(C=CC(=C1O)C(C)(C)C)C)C1=C(C=CC(=C1O)C(C)(C)C)C